3,5-dimethyl-3-hexene-1-yn CC(C#C)=CC(C)C